2-(2-Pyridyl)but-3-yn-2-ol N1=C(C=CC=C1)C(C)(C#C)O